3-[N,N-di(hydroxyethyl)amino]-2-hydroxypropanesulfonic acid OCCN(CCO)CC(CS(=O)(=O)O)O